tert-Butyl 3-((5-bromo-3-chloro-2-hydroxyphenyl)sulfonamido)-5-ethyl-2-hydroxybenzoate BrC=1C=C(C(=C(C1)S(=O)(=O)NC=1C(=C(C(=O)OC(C)(C)C)C=C(C1)CC)O)O)Cl